COCCSCSC1=NC=C(C2=C1CCC2)C#N ((((2-methoxyethyl)thio)methyl)thio)-6,7-dihydro-5H-cyclopenta[c]pyridine-4-carbonitrile